2-methyl-2-methoxycarbonylbicyclo[2.2.1]Hept-5-ene CC1(C2C=CC(C1)C2)C(=O)OC